FC=1C=C2C(=CC(N(C2=CC1C1=C(C=C(C=C1)OC)F)C1=C(C=CC=C1)C(C)C)=O)N1CCNCC1 6-Fluoro-7-(2-Fluoro-4-methoxyphenyl)-1-(2-isopropylphenyl)-4-(piperazin-1-yl)quinolin-2(1H)-one